5-bromo-2-methoxy-3-(phenylsulfinyl)pyridine BrC=1C=C(C(=NC1)OC)S(=O)C1=CC=CC=C1